N5,N6-bis(3-fluoro-4-(trifluoromethyl)phenyl)-2-(trifluoromethyl)-1H-imidazo[4,5-b]pyrazine-5,6-diamine FC=1C=C(C=CC1C(F)(F)F)NC=1N=C2C(=NC1NC1=CC(=C(C=C1)C(F)(F)F)F)NC(=N2)C(F)(F)F